N-tert-amylacetamide C(C)(C)(CC)NC(C)=O